tert-butyl {2-[2-fluoro-6-(methoxymethoxy)phenyl]-3-formylpyridin-4-yl}carbamate FC1=C(C(=CC=C1)OCOC)C1=NC=CC(=C1C=O)NC(OC(C)(C)C)=O